phenyl-2-phenyl-stearate C1(=CC=CC=C1)OC(C(CCCCCCCCCCCCCCCC)C1=CC=CC=C1)=O